(2-methoxy-2-oxo-ethyl)-3-phenyl-piperazine-1-carboxylic acid tert-butyl ester C(C)(C)(C)OC(=O)N1C(C(NCC1)C1=CC=CC=C1)CC(=O)OC